C12(CC3(CC(CC(C1)C3)C2)C(=O)O)C(=O)N adamantane-1,3-dicarboxylic acid amide